5-(4-amino-7-cyclopropyl-7H-pyrrolo[2,3-d]pyrimidin-5-yl)quinolin-8-amine NC=1C2=C(N=CN1)N(C=C2C2=C1C=CC=NC1=C(C=C2)N)C2CC2